FC1=CC=C(C=C1)NC(C[C@@H]1CC[C@@H](CC1)C1=CC(=CC=C1)CN1C(CCC1)=O)=O cis-N-(4-Fluorophenyl)-2-(4-(3-((2-oxopyrrolidin-1-yl)methyl)phenyl)cyclohexyl)acetamide